IC=1C=C2C(=NC1)NC=C2S(=O)(=O)NC2=C(C=C(C(=C2)F)F)F 5-iodo-N-(2,4,5-trifluorophenyl)-1H-pyrrolo[2,3-b]pyridine-3-sulfonamide